benzo[b]thiophen-2-yl(6-(methyl(7H-pyrrolo[2,3-d]pyrimidin-4-yl)amino)-2-azaspiro[3.3]heptan-2-yl)methanone S1C2=C(C=C1C(=O)N1CC3(C1)CC(C3)N(C=3C1=C(N=CN3)NC=C1)C)C=CC=C2